2-[6-(4-fluoro-3-{[(2S)-1-(1H-tetrazol-1-yl)propan-2-yl]oxy}phenyl)imidazo[1,2-b]pyridazin-3-yl]-4-oxo-1,4-dihydropyridine-3-carbonitrile FC1=C(C=C(C=C1)C=1C=CC=2N(N1)C(=CN2)C=2NC=CC(C2C#N)=O)O[C@H](CN2N=NN=C2)C